C=C\C=C\CCCCCC(CC)SCCNC(CCNC([C@@H](C(COP(OP(OC[C@@H]1[C@H]([C@H]([C@@H](O1)N1C=NC=2C(N)=NC=NC12)O)OP(=O)(O)O)(=O)O)(=O)O)(C)C)O)=O)=O E-10-dodecadienyl-coenzyme a